3-fluoro-1,2-dimethylbenzene FC=1C(=C(C=CC1)C)C